3,5-di-tert-butyl-4-octadecyl hydroxyphenylpropionate OC(C(=O)OC(C(CC)C(C)(C)C)C(CCCCCCCCCCCCC)C(C)(C)C)(C)C1=CC=CC=C1